BrC=1C=C(C=2N(C1)C=C(N2)C)C 6-bromo-2,8-dimethylimidazo[1,2-a]pyridine